CC1=CC=CC(=N1)C1=NN(C=C1C1=CC=NC2=CC=CC=C12)C(NC1=CC=CC=C1)=S 3-(6-Methyl-2-pyridinyl)-N-phenyl-4-(4-quinolyl)-1H-pyrazole-1-carbothioamide